(2S)-oxetan-2-ylmethanol O1[C@@H](CC1)CO